NC1=C2C(=NC=N1)N(N=C2C2=CC=C(C=C2)OC2=CC=CC=C2)C2CCN(CC2)CCN2CC(CC2)N2CCN(CC2)C=2C=C1C(N(C(C1=CC2)=O)C2C(NC(CC2)=O)=O)=O 5-(4-(1-(2-(4-(4-amino-3-(4-phenoxyphenyl)-1H-pyrazolo(3,4-d)pyrimidin-1-yl)piperidin-1-yl)ethyl)pyrrolidin-3-yl)piperazin-1-yl)-2-(2,6-dioxopiperidin-3-yl)isoindoline-1,3-dione